C(CCCCCCC)N 1-Octanamine